3-(7-(3,5-dimethyl-1H-pyrazol-4-yl)-3-(3-methyl-1-(tetrahydro-2H-pyran-2-yl)-1H-pyrazol-5-yl)pyrazolo[1,5-a]pyrimidin-5-yl)-8-oxa-3-azabicyclo[3.2.1]octane CC1=NNC(=C1C1=CC(=NC=2N1N=CC2C2=CC(=NN2C2OCCCC2)C)N2CC1CCC(C2)O1)C